C(C)(C)N(C(C)C)[Si](CC)(CC)CC diisopropylamino-triethyl-silane